3-hydroxy-2,4-hexadienedioic acid OC(=CC(=O)O)C=CC(=O)O